CC1=CN=C2C(=N1)N(C(C(=C2C)N2CCNCC2)=O)CC2=NC=CC=C2C(F)(F)F 3,8-dimethyl-7-(piperazin-1-yl)-5-((3-(trifluoromethyl)pyridin-2-yl)methyl)pyrido[2,3-b]pyrazin-6(5H)-one